CC1(OC2=CC(=CC=C2CC1)OCC1OC1)C 2,2-dimethyl-7-(oxiran-2-ylmethoxy)chromane